NC=1C2=C(N=CN1)N(C=C2C2=CC=C(C=C2)NC(=O)C2=NN(C=C(C2=O)C2=NC=C(C=C2)F)C(C)C)CCF N-[4-[4-amino-7-(2-fluoroethyl)-7H-pyrrolo[2,3-d]pyrimidin-5-yl]phenyl]-5-(5-Fluoropyridin-2-yl)-1-isopropyl-4-oxo-1,4-dihydropyridazine-3-carboxamide